C(C)(=O)C1CCC(CC1)C1=CC(=NC=C1)O[C@H]1CN(CC1)C1=C(C(NN=C1)=O)Cl (R)-5-(3-((4-(4-acetylcyclohexyl)pyridin-2-yl)oxy)pyrrolidin-1-yl)-4-chloropyridazin-3(2H)-one